[2H]C(C=1NC=CC1C(=O)OCC)([2H])[2H] Ethyl 2-trideuteromethyl-1H-pyrrole-3-carboxylate